(1-(3-methoxybenzyl)-1H-indazol-3-yl)(4-(pyrimidin-2-yl)piperazin-1-yl)methanone 3,8-diazabicyclo[3.2.1]octan-8-carboxylate C12CNCC(CC1)N2C(=O)O.COC=2C=C(CN1N=C(C3=CC=CC=C13)C(=O)N1CCN(CC1)C1=NC=CC=N1)C=CC2